1-((2-(trimethylsilyl)ethoxy)methyl)-1H-pyrrolo[2,3-b]pyridine-5-carbonitrile C[Si](CCOCN1C=CC=2C1=NC=C(C2)C#N)(C)C